(S)-2-((4-bromophenoxy)methyl)-6-methyl-2,3-dihydro-1,4-dioxin BrC1=CC=C(OC[C@H]2OC(=COC2)C)C=C1